methylthieno[3,2-d]pyrimidin CC=1N=CC2=C(N1)C=CS2